tert-butyl (S)-((2'-(3-(4-(((2-hydroxyethyl)amino)methyl)picolinamido)-2-methylphenyl)-6-methoxy-3'-methyl-[2,4'-bipyridin]-5-yl)methyl)((5-oxopyrrolidin-2-yl)methyl)carbamate OCCNCC1=CC(=NC=C1)C(=O)NC=1C(=C(C=CC1)C1=NC=CC(=C1C)C1=NC(=C(C=C1)CN(C(OC(C)(C)C)=O)C[C@H]1NC(CC1)=O)OC)C